[Zr+].C(C)CC(CC(=O)[O-])=O mono(ethylacetoacetate) zirconium